6-(((S)-benzo[d]thiazol-7-yl(1-(1-(trifluoromethyl)cyclopropyl)-1H-1,2,3-triazol-4-yl)methyl)amino)-4-((3,3-dimethyltetrahydro-2H-pyran-4-yl)amino)quinoline-3,8-dicarbonitrile S1C=NC2=C1C(=CC=C2)[C@@H](C=2N=NN(C2)C2(CC2)C(F)(F)F)NC=2C=C1C(=C(C=NC1=C(C2)C#N)C#N)NC2C(COCC2)(C)C